pyruvic acid nitrogen [N].C(C(=O)C)(=O)O